(S)-tert-butyl 4-((3-((1-(4-((5-(3-(2-methoxy-2-oxoethoxy)propoxy)pentyl)oxy)phenyl) ethyl)carbamoyl)phenyl)amino)-4-(5-(pyridin-4-yl)-4H-1,2,4-triazol-3-yl)piperidine-1-carboxylate COC(COCCCOCCCCCOC1=CC=C(C=C1)[C@H](C)NC(=O)C=1C=C(C=CC1)NC1(CCN(CC1)C(=O)OC(C)(C)C)C1=NN=C(N1)C1=CC=NC=C1)=O